6-(3-Fluoro-5-isobutoxyphenyl)-2-(3-methyl-1-piperidyl)-N-(1H-pyrazol-5-ylsulfonyl)pyridin-3-carboxamid FC=1C=C(C=C(C1)OCC(C)C)C1=CC=C(C(=N1)N1CC(CCC1)C)C(=O)NS(=O)(=O)C1=CC=NN1